C1(CC1)C=1C(=NSC1C(=O)NC1=CC(=NC=C1)C(F)(F)F)C=1C(=NC=CC1)OC 4-CYCLOPROPYL-3-(2-METHOXYPYRIDIN-3-YL)-N-(2-(TRIFLUOROMETHYL)PYRIDIN-4-YL)ISOTHIAZOLE-5-CARBOXAMIDE